ClC=1C=C2C(=CC(=NC2=CC1)C(F)(F)F)N[C@@H]1C[C@@H](CCC1)NC(=O)C=1C(=NN(C1)C)C=1OC=CC1 N-[(1R,3S)-3-{[6-chloro-2-(trifluoromethyl)quinolin-4-yl]amino}cyclohexyl]-3-(furan-2-yl)-1-methyl-1H-pyrazole-4-carboxamide